N-(((9H-fluoren-9-yl)methoxy)carbonyl)-O-(2-(dimethylamino)ethyl)-L-serine C1=CC=CC=2C3=CC=CC=C3C(C12)COC(=O)N[C@@H](COCCN(C)C)C(=O)O